tert-Butyl (6-(3-(imino(5-isopropoxypyridin-2-yl)methyl)thioureido)-5-methylpyridin-3-yl)(methyl)carbamate N=C(NC(NC1=C(C=C(C=N1)N(C(OC(C)(C)C)=O)C)C)=S)C1=NC=C(C=C1)OC(C)C